7-Ethyl-3-[(1-{[(3R,4R)-1-(2-fluorobenzyl)-3-phenylpiperidin-4-yl]carbonyl}-4-hydroxypiperidin-4-yl)methyl]-3,7-dihydro-4H-pyrrolo[2,3-d]pyrimidin-4-one C(C)N1C=CC2=C1N=CN(C2=O)CC2(CCN(CC2)C(=O)[C@H]2[C@@H](CN(CC2)CC2=C(C=CC=C2)F)C2=CC=CC=C2)O